(R)-N-(3-(1-((2-amino-5-chloropyridin-3-yl)oxy)ethyl)-phenyl)-2-methoxy-5-(methylsulfonyl)benzamide NC1=NC=C(C=C1O[C@H](C)C=1C=C(C=CC1)NC(C1=C(C=CC(=C1)S(=O)(=O)C)OC)=O)Cl